(R)-2-methoxy-1-(1-((6-(3-methylmorpholino)-2-(1H-pyrrolo[2,3-b]-pyridin-4-yl)pyrimidin-4-yl)imino)-1-oxido-1λ6-thiomorpholino)ethan-1-one COCC(=O)N1CCS(CC1)(=O)=NC1=NC(=NC(=C1)N1[C@@H](COCC1)C)C1=C2C(=NC=C1)NC=C2